4-chloro-6-(3-fluorophenyl)-N-isopropyl-1,3,5-triazin-2-amine ClC1=NC(=NC(=N1)C1=CC(=CC=C1)F)NC(C)C